OCC[N+](C)(C)C.[Br-].OCC[N+](C)(C)C.[Br-] choline bromide choline